6-(3-bromo-4-(pyrrolidin-1-yl)phenyl)-1-(2-methylbenzo[d]thiazol-6-yl)-4-oxo-1,4-dihydropyridine-3-carboxylic acid ethyl ester C(C)OC(=O)C1=CN(C(=CC1=O)C1=CC(=C(C=C1)N1CCCC1)Br)C1=CC2=C(N=C(S2)C)C=C1